tert-butyl N-[2,4-difluoro-3-([[3-methyl-1-(oxan-2-yl)-4-(pyridin-4-yl)pyrazolo[3,4-b]pyridin-5-yl]oxy]methyl)phenyl]-N-(5-fluoro-2-methoxypyridin-3-ylsulfonyl)carbamate FC1=C(C=CC(=C1COC=1C(=C2C(=NC1)N(N=C2C)C2OCCCC2)C2=CC=NC=C2)F)N(C(OC(C)(C)C)=O)S(=O)(=O)C=2C(=NC=C(C2)F)OC